5-[(6-hydroxy-3,4-dihydro-2,7-naphthyridin-2(1H)-yl)carbonyl]-1-methylpyrrolidin-2-one OC=1C=C2CCN(CC2=CN1)C(=O)C1CCC(N1C)=O